chloro[2-(chlorodimethylsilyl)ethyl]ethylmethylsilane Cl[Si](C)(CC)CC[Si](C)(C)Cl